2-[4-[[(2'S,7R)-2,2'-dimethylspiro[4,5-dihydrothieno[2,3-c]pyran-7,4'-piperidine]-1'-yl]methyl]pyrazol-1-yl]ethanol CC1=CC2=C(S1)[C@@]1(C[C@@H](N(CC1)CC=1C=NN(C1)CCO)C)OCC2